3-fluoro-2,6-diisopropyl-4-(methoxymethyl)aniline FC=1C(=C(N)C(=CC1COC)C(C)C)C(C)C